tert-butyl 2-[1-(6-chloro-2-ethylsulfanyl-4-oxo-chromen-8-yl) ethylamino]benzoate ClC=1C=C2C(C=C(OC2=C(C1)C(C)NC1=C(C(=O)OC(C)(C)C)C=CC=C1)SCC)=O